CN(C(CN1C(N(C2=NC=C(C=C21)C2=CSC(=C2)C(F)(F)F)C)=O)=O)C N,N-Dimethyl-2-[3-methyl-2-oxo-6-[5-(trifluoromethyl)-3-thienyl]imidazo[4,5-b]pyridin-1-yl]acetamide